NCC[C@H]1C(CN(CC1)C(=O)OC(C)(C)C)(F)F tert-butyl (4R)-4-(2-aminoethyl)-3,3-difluoropiperidine-1-carboxylate